2-(4-methyl-3-nitrophenyl)propionic acid CC1=C(C=C(C=C1)C(C(=O)O)C)[N+](=O)[O-]